3-((3R)-1-(2-(2,6-dioxopiperidin-3-yl)-1,3-dioxoisoindolin-5-yl)pyrrolidin-3-yl)-N-methylpropanamide O=C1NC(CCC1N1C(C2=CC=C(C=C2C1=O)N1C[C@@H](CC1)CCC(=O)NC)=O)=O